COC1=CC=C(CN(C(=O)OCCOCCOC=2C=CC=C(CNN(C)C)C2)CC2=CC=C(C=C2)OC)C=C1 5-[bis(4-methoxybenzyl)aminocarbonyloxyethoxyethoxy]dimethylaminobenzylamine